(E)-1-(8-((S)-1-benzyl-4-((S)-sec-butyl)-4,5-dihydro-1H-imidazol-2-yl)quinolin-2-yl)-N-(2,6-dimethylphenyl)ethane-1-imine C(C1=CC=CC=C1)N1C(=N[C@H](C1)[C@@H](C)CC)C=1C=CC=C2C=CC(=NC12)\C(\C)=N\C1=C(C=CC=C1C)C